C(\C(\C)=C/C(=O)[O-])(=O)[O-].C(CCC)[N+](CCCC)(CCCC)CCCC.C(CCC)[N+](CCCC)(CCCC)CCCC bis-tetrabutylammonium citraconate